IC=1C=C(C=CC1)CSC1=NN=C(O1)C1=CC=NC=C1 4-[5-[[(3-iodophenyl)methyl]thio]-1,3,4-oxadiazol-2-yl]-pyridine